rac-(1R,2R)-2-methylcyclopropan-1-amine hydrochloride Cl.C[C@H]1[C@@H](C1)N |r|